FC=1C=CC(=C(C(=O)N(C)C(C)C)C1)N1C=C(C=2C1=CN=CC2)C2CCNCC2 5-fluoro-N-isopropyl-N-methyl-2-(3-(piperidin-4-yl)-1H-pyrrolo[2,3-c]pyridin-1-yl)benzamide